OC(C)C=1N(C(=NC1)C(=O)N)C 1-hydroxyethyl-3-methylimidazolamide